3-(3-(morpholinomethyl)phenyl)-1-((tetrahydro-2H-pyran-4-yl)methyl)-1H-pyrrole-2,5-dione O1CCN(CC1)CC=1C=C(C=CC1)C=1C(N(C(C1)=O)CC1CCOCC1)=O